C1(=CC=CC=C1)P(NC=1C=C(C=CC1)C)(=S)C1=CC=CC=C1 P,P-Diphenyl-N-(m-tolyl)phosphinothioic amide